N-ethyl-3-methyl-3,6-dihydroimidazo[4,5-d]pyrrolo[2,3-b]pyridine-8-carboxamide C(C)NC(=O)C1=CNC2=NC=C3C(=C21)N=CN3C